4-(2-imidazolyl)phenol N1C(=NC=C1)C1=CC=C(C=C1)O